(3s,4s)-8-(9-(3-chloro-2-(methylamino)pyridin-4-yl)-7H-imidazo[1,2-c]pyrrolo[3,2-e]pyrimidin-5-yl)-3-methyl-2-oxa-8-azaspiro[4.5]decan-4-amine ClC=1C(=NC=CC1C1=CNC2=C1C=1N(C(=N2)N2CCC3([C@@H]([C@@H](OC3)C)N)CC2)C=CN1)NC